ClC=1C(=CC(=NC1)NC(NC1CCC(CC1)NC(C)=O)=O)C=1C=NN2C1COCC2 N-((1r,4r)-4-(3-(5-chloro-4-(6,7-dihydro-4H-pyrazolo[5,1-c][1,4]oxazine-3-yl)pyridin-2-yl)ureido)cyclohexyl)acetamide